3,7-dimethylocta-1,6-dien-3-yl butanoate (LINALYL BUTYRATE) C(C)(C=C)(CCC=C(C)C)C(C(=O)O)CC.C(CCC)(=O)OC(C=C)(CCC=C(C)C)C